4-(propan-2-yloxy)pyridin-2-amine CC(C)OC1=CC(=NC=C1)N